C(C)[Si](OC)(OC)N1CC2CCCCC2CC1 ethyl-(perhydroisoquinolin-2-yl)dimethoxysilane